C1=C(C=CC=2C3=CC=CC=C3C3(C12)C1=CC=CC=C1C=1C=CC=CC13)N1C=3N(CCC1)CCCN3 (9,9'-spirobi[9H-fluorene]-2-yl)-1,3,4,6,7,8-hexahydro-2H-pyrimido[1,2-a]pyrimidine